COCCOC(C(=C)C)=O methoxyethylmethacrylate